N1C(=NC=C1)C1=CC=C(C=C1)CNC(O[C@H]1[C@H](NC[C@@H]1O)CC1=CC=C(C=C1)OC)=O (2R,3S,4S)-4-hydroxy-2-[(4-methoxyphenyl)methyl]pyrrolidin-3-yl N-{[4-(1H-imidazol-2-yl)phenyl]methyl}carbamate